FC(C1=NN2C(NCC(C2)CC2CCC3(CN(C3)C(=O)N3C[C@@H]4[C@@H](OCC(N4)=O)CC3)CC2)=C1)(F)F |r| rac-(4aR,8aS)-6-[7-[[2-(trifluoromethyl)-4,5,6,7-tetrahydropyrazolo[1,5-a]pyrimidin-6-yl]methyl]-2-azaspiro[3.5]nonane-2-carbonyl]-4,4a,5,7,8,8a-hexahydropyrido[4,3-b][1,4]oxazin-3-one